4-(6-(4-(3-((2-((1S)-1-((tetrahydro-2H-pyran-2-yl)oxy)ethyl)-1H-imidazol-1-yl)methyl)isoxazol-5-yl)phenyl)hex-3,5-diyn-1-yl)piperazin-2-one O1C(CCCC1)O[C@@H](C)C=1N(C=CN1)CC1=NOC(=C1)C1=CC=C(C=C1)C#CC#CCCN1CC(NCC1)=O